Indolin-4-ol N1CCC=2C(=CC=CC12)O